C(C)C=1C(NC2=CC(=CC(=C2C1)OC)CN1CCN(CC1)C1=NC=C(C#N)C=C1)=O 6-(4-((3-ethyl-5-methoxy-2-oxo-1,2-dihydroquinolin-7-yl)methyl)piperazin-1-yl)nicotinonitrile